C1(CCC1)N1CC(C(CC1)C1=CC=CC=C1)C(=O)C1=CC2=CC=C(C=C2C=C1)OC (1-cyclobutyl-4-phenylpiperidin-3-yl)(6-methoxynaphthalen-2-yl)methanone